OC1=C(C=C(C=C1S(=O)(=O)O)O)CNCC1=CC(=C(C(=O)O)C=C1O)O 4-((2,5-dihydroxy-3-sulfophenylmethylamino)methyl)-2,5-dihydroxybenzoic acid